C(CCCCCCC(=O)OC1CC(NC(C1)(C)C)(C)C)(=O)OC1CC(NC(C1)(C)C)(C)C bis-(2,2,6,6-tetramethyl-4-piperidinyl) suberate